C(CCCCCCCCCCCCCCCCC)(=O)[O-].[Zn+2].C(CCCCCCCCCCCCCCCCC)(=O)[O-] ZINC STEARATE